COC1=NC=CC=N1 2-methoxypyrimidin